CN1C=C(C=2C1=NC=C(C2)[N+](=O)[O-])C(=CC2=CC=CC=C2)C(F)(F)F 1-Methyl-5-nitro-3-(2-phenyl-1-(trifluoromethyl)vinyl)-1H-pyrrolo[2,3-b]pyridine